FC1(CC2(C1)C[C@@H](N(CC2)CC2=C1C=CNC1=C(C=C2OC)C)C=2C=CC(=NC2N(C)C)C(=O)O)F 5-((6R)-2,2-Difluoro-7-((5-methoxy-7-methyl-1H-indol-4-yl)methyl)-7-azaspiro[3.5]nonan-6-yl)-6-(dimethylamino)pyridine-2-carboxylic acid